BrC=1C(=C(C(=NC1)NC)[N+](=O)[O-])N1CCC(CC1)NC(OC(C)(C)C)=O tert-butyl (1-(5-bromo-2-(methylamino)-3-nitropyridin-4-yl)piperidin-4-yl)carbamate